C(C)C1C(NC2=CC=CC=3C=C(N1C32)C(=O)O)=O 11-ethyl-10-oxo-1,9-diazatricyclo[6.3.1.04,12]dodeca-2,4(12),5,7-tetraene-2-carboxylic acid